sodium difluoro (oxalate) phosphate P(=O)([O-])([O-])[O-].C(C(=O)OF)(=O)OF.[Na+].[Na+].[Na+]